C(#N)C=1C2=C(C(=C(C=3C=4C=CC=C5C=CC=C(C(=CC1)C23)C54)C#N)C#N)C#N tetracyano-perylene